N-(2,6-dimethylpyrimidin-4-yl)-5-[2-methyl-4-[(2S,3R)-2-methylpyrrolidin-3-yl]oxy-pyrazol-3-yl]pyrazolo[1,5-a]pyridin-2-amine CC1=NC(=CC(=N1)NC1=NN2C(C=C(C=C2)C=2N(N=CC2O[C@H]2[C@@H](NCC2)C)C)=C1)C